N-propyl-2-oxoAcetamide C(CC)NC(C=O)=O